C1=CC=C(C=C1)C(Cl)(Cl)Cl benzoic trichloride